C[C@]12CC[C@@H](C[C@@H]1CC[C@@H]3[C@@H]2CC[C@]4([C@H]3CC[C@@H]4OS(=O)(=O)O)C)O The molecule is an androstane sulfate that is 5alpha-androstan-3beta,17beta-diol in which the hydroxy hydrogen at position 17 has been replaced by a sulfo group. It is an androstane sulfate and a 3beta-hydroxy steroid. It derives from a 5alpha-androstane-3beta,17beta-diol. It is a conjugate acid of a (3beta,5alpha,17beta)-3-hydroxyandrostan-17-yl sulfate(1-).